(Z)-2-(5-fluoro-2-methyl-1-(3-phenoxybenzylidene)-1H-inden-3-yl)ethan-1-ol Methyl-3-(3-(phenylthio)azetidin-1-yl)-2-(1H-pyrrol-1-yl)benzoate CC1=C(C(=C(C(=O)OCCC2=C(/C(/C3=CC=C(C=C23)F)=C/C2=CC(=CC=C2)OC2=CC=CC=C2)C)C=C1)N1C=CC=C1)N1CC(C1)SC1=CC=CC=C1